ClC1=CC=2N(C=C1)N=C(N2)C(=O)N(C)[C@]2(C=C(C(C(C2)(C)C)=O)C#N)C 7-chloro-N-[(1R)-3-cyano-1,5,5-trimethyl-4-oxocyclohex-2-en-1-yl]-N-methyl[1,2,4]triazolo[1,5-a]pyridine-2-carboxamide